5-(oxetan-3-yl)-1H-pyrazol-3-amine O1CC(C1)C1=CC(=NN1)N